ClC1=CC(=CC=C1)C(Cl)(Cl)Cl 1-chloro-3-(trichloromethyl)benzene